CN1CC(C1)(C)[C@@](C=1C=C(C=NC1)CCC(C)(O)C1=CC=C(C=C1)OC)(C1=CC=C(C=C1)C(C)C)O 4-{5-[(R)-(1,3-dimethyl-azetidin-3-yl)-hydroxy-(4-isopropyl-phenyl)-methyl]-pyridin-3-yl}-2-(4-methoxy-phenyl)-butan-2-ol